N-((3R,4S)-4-((6-(2,6-difluoro-3,5-di-methoxyphenyl)-8-(((S)-3,3-dimeth-ylbutan-2-yl)amino)pyrido[3,4-d]pyrimidin-2-yl)amino)tetrahydrofuran-3-yl)acrylamide FC1=C(C(=C(C=C1OC)OC)F)C1=CC2=C(N=C(N=C2)N[C@H]2[C@H](COC2)NC(C=C)=O)C(=N1)N[C@@H](C)C(C)(C)C